C1(CC1)CC1=NN=C2N1N=CC(=C2C(F)(F)F)N2CCC(CC2)C2=CC=CC=C2 3-(cyclopropylmethyl)-7-(4-phenylpiperidin-1-yl)-8-(trifluoromethyl)-[1,2,4]triazolo[4,3-b]pyridazine